FC=1C(=NC=NC1N1[C@H](COCC1)C1=NC=C(C=C1)C(F)(F)F)NCC1CCN(CC1)C(C(=O)N)C 2-(4-(((5-Fluoro-6-((s)-3-(5-(trifluoromethyl)pyridin-2-yl)morpholino)pyrimidin-4-yl)amino)methyl)piperidin-1-yl)propanamide